(S)-2-((4-(3-((4-chloro-2-fluorobenzyl)oxy)-4-fluorophenyl)-3,6-dihydropyridin-1(2H)-yl)methyl)-3-(oxetan-2-ylmethyl)-3H-imidazo[4,5-c]pyridine-6-carboxylic acid ClC1=CC(=C(COC=2C=C(C=CC2F)C=2CCN(CC2)CC2=NC3=C(C=NC(=C3)C(=O)O)N2C[C@H]2OCC2)C=C1)F